(R)-(+)-4-Ethylamino-2-(3-methoxypropyl)-3,4-dihydro-2H-thieno[3,2-e]-1,2-thiazine-6-sulfonamide-1,1-dioxide C(C)N[C@H]1CN(S(C2=C1C=C(S2)S(=O)(=O)N)(=O)=O)CCCOC